C(C(C)C)C(C=O)=CC1=CC=CC=C1 isobutyl-cinnamaldehyde